benzyl 4-(3-amino-4-pyridyl)-2-methyl-but-3-enoate NC=1C=NC=CC1C=CC(C(=O)OCC1=CC=CC=C1)C